Mucononitrile C(\C=C\C=C\C#N)#N